C12C3C(C(C#C1)CC2)C(=O)OC3=O bicyclo[2.2.2]oct-5-yne-2,3-dicarboxylic anhydride